The molecule is the dianion resulting from the removal of two protons from the phosphate group of 5-amino-6-(5-phospho-D-ribosylamino)uracil. It is a conjugate base of a 5-amino-6-(5-phospho-beta-D-ribosylamino)uracil. C([C@@H]1[C@H]([C@H]([C@@H](O1)NC2=C(C(=O)NC(=O)N2)N)O)O)OP(=O)([O-])[O-]